CC1=CN=C(S1)NC(C1=C(C=CC(=C1)S(=O)(=O)N1CCCC1)N1CCNCC1)=O N-(5-methyl-1,3-thiazol-2-yl)-2-piperazin-1-yl-5-pyrrolidin-1-ylsulfonylbenzamide